5-bromo-1-methyl-1H-pyrrolo[2,3-b]pyridine-2-carboxylic acid methyl ester COC(=O)C1=CC=2C(=NC=C(C2)Br)N1C